C1(CC1)CN1C(C2=C(C=CC=C2C(=N1)CCCC)OC)=O 2-(cyclopropylmethyl)-4-butyl-8-methoxy-phthalazin-1(2H)-one